C(C)OC(=O)C=1C(=NC(=NC1)Cl)N[C@H]1COCCC1 2-chloro-4-[[(3R)-tetrahydropyran-3-yl]amino]pyrimidine-5-carboxylic acid ethyl ester